(S)-2-(1-acryloyl-4-(7-(naphthalen-1-yl)-2-(2-(piperidin-1-yl)ethoxy)-5,6,7,8-tetrahydropyrido[3,4-d]pyrimidin-4-yl)piperazin-2-yl)acetonitrile C(C=C)(=O)N1[C@H](CN(CC1)C=1C2=C(N=C(N1)OCCN1CCCCC1)CN(CC2)C2=CC=CC1=CC=CC=C21)CC#N